S(=O)(=O)(C1=CC=C(C)C=C1)N1C=CC=2C1=NC=C1C2N(C=N1)[C@H]1C[C@H](C1)NC(OCCCC)=O butyl (cis-3-(6-tosylimidazo[4,5-d]pyrrolo[2,3-b]pyridin-1(6H)-yl)cyclobutyl)carbamate